((2-fluoro-6-(methoxymethoxy)-8-(4,4,5,5-Tetramethyl-1,3,2-dioxaborolan-2-yl)naphth-1-yl)ethynyl)triisopropylsilane FC1=C(C2=C(C=C(C=C2C=C1)OCOC)B1OC(C(O1)(C)C)(C)C)C#C[Si](C(C)C)(C(C)C)C(C)C